4-(1-methyl-1,2,3,6-tetrahydropyridin-4-yl)pyrimidin CN1CCC(=CC1)C1=NC=NC=C1